COC=1C=C(OC2=CC=C(C=C2)C=2N=C(N3C2C(=NC=C3)C)[C@H]3N(CCCC3)C(C#CC)=O)C=CC1 (S)-1-(2-(1-(4-(3-methoxyphenoxy)phenyl)-8-methylimidazo[1,5-a]pyrazin-3-yl)piperidin-1-yl)but-2-yn-1-one